C(C)OC(=O)C1CCN(CCC1=O)C(=O)OC(C)(C)C 5-oxoazepane-1,4-dicarboxylic acid tert-butyl 4-ethyl ester